C(C1=CC=CC=C1)N(CCC#N)[C@H](CCl)CC1=CC=CC=C1 (S)-3-(benzyl-(1-chloro-3-phenylpropan-2-yl)amino)propionitrile